C1(CC1)C1=NOC(=N1)C12CCC(CC1)(CC2)CN(C(=O)C2CCS(CC2)(=O)=O)C2=CC(=CC=C2)OC N-((4-(3-cyclopropyl-1,2,4-oxadiazol-5-yl)bicyclo[2.2.2]octan-1-yl)methyl)-N-(3-methoxyphenyl)tetrahydro-2H-thiopyran-4-carboxamide 1,1-dioxide